(R)-1-(3-((5-bromopyrimidin-2-yl)amino)pyrrolidin-1-yl)phthalazin-6-amine BrC=1C=NC(=NC1)N[C@H]1CN(CC1)C1=NN=CC2=CC(=CC=C12)N